(S)-N-(5-(2-(tert-butoxy)propoxy)-4-((2-(1,1-difluoroethyl)-6-methylpyrimidin-4-yl)amino)pyridin-2-yl)acetamide C(C)(C)(C)O[C@H](COC=1C(=CC(=NC1)NC(C)=O)NC1=NC(=NC(=C1)C)C(C)(F)F)C